S(=O)(=O)(O)O.NC(=O)N monourea dihydrosulfate